C1(=CC=CC=C1)NNCC1=CC=C(C(=O)NC(C)C)C=C1 4-((2-phenylhydrazino)methyl)-N-isopropylBenzamide